2-(diethylcarbamoylamino)-4-[2-(2-methylpyrimidin-5-yl)oxyethyl-[4-(5,6,7,8-tetrahydro-1,8-naphthyridin-2-yl)butyl]amino]butanoic acid C(C)N(C(=O)NC(C(=O)O)CCN(CCCCC1=NC=2NCCCC2C=C1)CCOC=1C=NC(=NC1)C)CC